7-fluoro-4-(3-methylpyridin-4-yl)isoindolin-1-one FC=1C=CC(=C2CNC(C12)=O)C1=C(C=NC=C1)C